NCCNC[C@H](CC1=CC=C(C=C1)OCC)NC(OC(C)(C)C)=O (S)-tert-butyl (1-((2-aminoethyl) amino)-3-(4-ethoxyphenyl) propan-2-yl)carbamate